3-(((6-(trifluoromethyl)-1,2,3,4-tetrahydronaphthalen-1-yl)oxy)carbonyl)but-3-enoic acid FC(C=1C=C2CCCC(C2=CC1)OC(=O)C(CC(=O)O)=C)(F)F